BrC=1C(=C2NC(C=3N(C2=CC1)N=CC3)=O)F 7-bromo-6-fluoropyrazolo[1,5-a]quinoxalin-4(5H)-one